C(C1=CC=CC=C1)N1C(C2=CC=CC=C2C1=O)CNC(=O)[C@H]1N(C[C@@H](C1)O)C([C@H](C(C)(C)C)N1N=NC(=C1)C1CC1)=O (2S,4r)-N-[(2-benzyl-3-oxo-isoindolin-1-yl)methyl]-1-[(2S)-2-(4-cyclopropyltriazol-1-yl)-3,3-dimethyl-butyryl]-4-hydroxy-pyrrolidine-2-carboxamide